N=1C=2N(C=CC1N1CCN(CC1)CCNC(=O)C13CC4CC(CC(C1)C4)C3)C3=C(N2)C=CC=C3 (3R,5R,7R)-N-(2-(4-(benzo[4,5]imidazo[1,2-a]pyrimidin-2-yl)piperazin-1-yl)ethyl)adamantane-1-carboxamide